NC=1N=C(SC1C(=O)C=1C=NC=CC1)N(C1=CC(=C(C=C1)F)F)C(C(=O)N)C (N-[4-Amino-5-(pyridin-3-carbonyl)thiazol-2-yl]-3,4-difluoroanilino)propanamid